5-chloro-N-[(1S)-1-[[(1S)-1-cyano-2-[(3S)-2-oxo-3-piperidyl]ethyl]carbamoyl]-3,3-dimethyl-butyl]-4-methoxy-1H-indole-2-carboxamide ClC=1C(=C2C=C(NC2=CC1)C(=O)N[C@@H](CC(C)(C)C)C(N[C@@H](C[C@H]1C(NCCC1)=O)C#N)=O)OC